ClC1=NS(C2=C(N1)C=CC=C2)(=O)=O 3-chloro-4H-benzo[e][1,2,4]thiadiazine 1,1-dioxide